6-(methoxycarbonyl)quinoline-2-carboxylic acid COC(=O)C=1C=C2C=CC(=NC2=CC1)C(=O)O